(S)-4-ethyl-2-oxazolidinone C(C)[C@@H]1NC(OC1)=O